C(C1=CC=CC=C1)OC1=C(C(=O)OCC2=CC=CC=C2)C=CC(=C1)N(C(=O)[C@@H]1N(CC1)S(=O)(=O)C1=CC(=CC(=C1)C(F)(F)F)C(F)(F)F)CC1=NC=C(N=C1)C1CCCCC1 benzyl (R)-2-(benzyloxy)-4-(1-((3,5-bis(trifluoromethyl)phenyl)sulfonyl)-N-((5-cyclohexylpyrazin-2-yl)methyl)azetidine-2-carboxamido)benzoate